NC1=NC=CC=C1C1=NC=2C(=NC(=CC2)C2=CC=CC=C2)N1C1=CC=C(CNC2=NC(=NC=N2)C#N)C=C1 4-((4-(2-(2-Aminopyridin-3-yl)-5-phenyl-3H-imidazo[4,5-b]pyridin-3-yl)benzyl)amino)-1,3,5-triazine-2-carbonitrile